(2S,4R)-N-[2-(2-chloro-4-fluoro-phenyl)-3,3,3-trifluoro-propyl]-1-[(2S)-2-(4-cyclopropyltriazol-1-yl)-3,3-dimethyl-butanoyl]-4-hydroxy-pyrrolidine-2-carboxamide ClC1=C(C=CC(=C1)F)C(CNC(=O)[C@H]1N(C[C@@H](C1)O)C([C@H](C(C)(C)C)N1N=NC(=C1)C1CC1)=O)C(F)(F)F